FC(OC=1C=C(C=C(C#N)C1)OC1=C=C=C2C(C(C2=C1)=O)(F)F)F 5-difluoromethoxy-3-(8,8-difluoro-7-oxobicyclo[4.2.0]oct-1,3,5-triene-2-enyloxy)benzonitrile